ClC1=NC=C(C(=C1)NC(C#N)C)[N+](=O)[O-] 2-((2-chloro-5-nitropyridin-4-yl)amino)propanenitrile